3-(Methoxymethyl)-1-(4-((2-oxopyridin-1(2H)-yl)methyl)benzyl)-1H-pyrazole COCC1=NN(C=C1)CC1=CC=C(C=C1)CN1C(C=CC=C1)=O